C(C)(C)OC(=O)C1CC(C1)N(C=1C2=C(N=CN1)NC=C2)C 3-(methyl-(7H-pyrrolo[2,3-d]pyrimidin-4-yl)amino)cyclobutane-1-carboxylic acid isopropyl ester